FC1=C(OC2=C(C=C(C=C2)S(=O)(=O)CC)C=2C=C(C(N(C2)C)=O)C(F)(F)F)C=CC(=C1)F 5-[2-(2,4-difluorophenoxy)-5-ethylsulfonylphenyl]-1-methyl-3-(trifluoromethyl)pyridin-2-one